ClC1=CC=C(C2=C1SC=C2C(=O)OC(C)(C)C)C=O tert-butyl 7-chloro-4-formylbenzo[b]thiophene-3-carboxylate